(5-(4-((4-(1H-pyrazol-4-yl)phenyl)amino)pyrimidin-2-yl)isoindolin-2-yl)(pyridin-4-yl)methanone N1N=CC(=C1)C1=CC=C(C=C1)NC1=NC(=NC=C1)C=1C=C2CN(CC2=CC1)C(=O)C1=CC=NC=C1